3-(4-((2-fluorobenzyl)oxy)phenyl)propionaldehyde FC1=C(COC2=CC=C(C=C2)CCC=O)C=CC=C1